tert-Butyl 3-[4-[(5-phenoxypyrimidin-2-yl)amino]quinazolin-6-yl]piperidine-1-carboxylate O(C1=CC=CC=C1)C=1C=NC(=NC1)NC1=NC=NC2=CC=C(C=C12)C1CN(CCC1)C(=O)OC(C)(C)C